NC/C(/CN1N=CN(C1=O)CC=1SC(=CC1)C#CC=1C=CC2=C(NCCO2)C1)=C\F 2-[(E)-2-(aminomethyl)-3-fluoro-allyl]4-[[5-[2-(3,4-dihydro-2H-1,4-benzoxazin-6-yl)ethynyl]-2-thienyl]methyl]-1,2,4-triazol-3-one